tert-Butyl (4-bromo-7-fluorobenzo[d]thiazol-2-yl)carbamate BrC1=CC=C(C2=C1N=C(S2)NC(OC(C)(C)C)=O)F